CC1C=2C=CC=CC2CCC1 5-methyl-5,6,7,8-tetrahydronaphthalen